C(#N)C1=CC(=C(OC=2C3=C(N=C(N2)NC2=CC=C(C=C2)C#N)CCN(C3)C(=O)OC(C)(C)C)C(=C1)C)C tert-butyl 4-(4-cyano-2,6-dimethylphenoxy)-2-{(4-cyanophenyl)amino}-7,8-dihydropyrido[4,3-d]pyrimidine-6(5H)-carboxylate